ClC1=C(N=C(N1)C#N)C1=CC(=C(C=C1)Cl)C 5-chloro-4-(4-chloro-3-methylphenyl)-1H-imidazole-2-carbonitrile